tert-butyl 3-[7-[2-(tert-butoxycarbonylamino)-3-cyano-7-fluoro-benzothiophen-4-yl]-8-fluoro-2-methyl-6-(trifluoromethyl) quinazolin-4-yl]-3,8-diazabicyclo[3.2.1]octane-8-carboxylate C(C)(C)(C)OC(=O)NC=1SC2=C(C1C#N)C(=CC=C2F)C2=C(C=C1C(=NC(=NC1=C2F)C)N2CC1CCC(C2)N1C(=O)OC(C)(C)C)C(F)(F)F